N-(3-aminophenyl)sulfamide NC=1C=C(C=CC1)NS(=O)(=O)N